2-nitrophenylphosphoric triamide [N+](=O)([O-])C1=C(C=CC=C1)NP(N)(N)=O